tert-butyl (2-((2-amino-5-methoxy-4-((4-(1-methyl-1H-indol-3-yl)pyrimidin-2-yl)amino)phenyl)(methyl)amino)ethyl)(methyl)carbamate NC1=C(C=C(C(=C1)NC1=NC=CC(=N1)C1=CN(C2=CC=CC=C12)C)OC)N(CCN(C(OC(C)(C)C)=O)C)C